2-((1S,3R)-2-(2-Fluoro-2-methylpropyl)-3-methyl-2,3,4,9-tetrahydro-1H-pyrido[3,4-b]indol-1-yl)-5-(((R)-pyrrolidin-3-yl)oxy)thiazole FC(CN1[C@@H](C=2NC3=CC=CC=C3C2C[C@H]1C)C=1SC(=CN1)O[C@H]1CNCC1)(C)C